N-[(2-aminoquinolin-7-yl)methyl]-N-[(5S)-5,6,7,8-tetrahydroquinoxalin-5-yl]pyridine-3-carboxamide NC1=NC2=CC(=CC=C2C=C1)CN(C(=O)C=1C=NC=CC1)[C@@H]1C=2N=CC=NC2CCC1